4-(4-((2,4-diaminopyrimidin-5-yl)methyl)-2,6-dimethoxyphenoxy)-N-(20-((2-(2,6-dioxopiperidin-3-yl)-1,3-dioxoisoindolin-4-yl)amino)-3,6,9,12,15,18-hexaoxaicosyl)butanamide NC1=NC=C(C(=N1)N)CC1=CC(=C(OCCCC(=O)NCCOCCOCCOCCOCCOCCOCCNC2=C3C(N(C(C3=CC=C2)=O)C2C(NC(CC2)=O)=O)=O)C(=C1)OC)OC